C1(=CC(=CC=C1)N1C=2C(=C(C(=C(C2C2=C1C=1NC3=C(C(=C(C(=C3C1C(=C2[2H])[2H])[2H])[2H])[2H])[2H])[2H])[2H])[2H])[2H])C2=CC=CC=C2 11,12-dihydro-12-(biphenyl-3-yl)-indolo[2,3-a]carbazole-1,2,3,4,5,6,7,8,9,10-d10